ClC=1C(=NC(=NC1)N1C(CC1)CF)NC1=CC=2C3=C(C(N(C2C=C1)C)=O)OCC([C@@H](N3)C3CC3)(F)F (2S)-10-((5-Chloro-2-(2-(fluoromethyl)azetidin-1-yl)pyrimidin-4-yl)amino)-2-cyclopropyl-3,3-difluoro-7-methyl-1,2,3,4-tetrahydro-[1,4]oxazepino[2,3-c]chinolin-6(7H)-on